B([O-])([O-])[O-].[Ge+2].[Si+4].B([O-])([O-])[O-] silicon-germanium borate